6-[(6R)-6-(1-cyclopropylpyrazol-4-yl)-3,6-dihydro-2H-pyran-4-yl]-8-(2,4-difluorophenyl)-3-methyl-pyrido[3,2-d]triazin-4-one C1(CC1)N1N=CC(=C1)[C@H]1C=C(CCO1)C=1C=C(C=2N=NN(C(C2N1)=O)C)C1=C(C=C(C=C1)F)F